(3S)-3-((2S)-2-(((2-(3-chlorophenyl)-2,2-difluoro-1-phenylethoxy)carbonyl)amino)hexanamido)-1-(cyclopropylamino)-1-oxo-4-(2-oxo-1,2-dihydropyridin-3-yl)butan-2-yl acetate C(C)(=O)OC(C(=O)NC1CC1)[C@H](CC=1C(NC=CC1)=O)NC([C@H](CCCC)NC(=O)OC(C(F)(F)C1=CC(=CC=C1)Cl)C1=CC=CC=C1)=O